(S)-2-(pyrazin-2-yl)butan-3-yn-2-ol N1=C(C=NC=C1)[C@](C)(C#C)O